ClC=1C=C(N)C=CC1C=1OC2=C(N1)C(=CC=C2)C 3-Chloro-4-(4-methylbenzo[d]oxazol-2-yl)aniline